ClC=1C=C2C(=NC(=NC2=C(C1C1=C2C(=NNC2=CC=C1C)F)F)N1CC(C1)N(C)C)N1C[C@H](N(C[C@@H]1C)C(C=C)=O)C 1-((2R,5S)-4-(6-chloro-2-(3-(dimethylamino)azetidin-1-yl)-8-fluoro-7-(3-fluoro-5-methyl-1H-indazol-4-yl)quinazolin-4-yl)-2,5-dimethylpiperazin-1-yl)prop-2-en-1-one